3-(3-fluorophenyl)-5-(3-methoxy-1-(1-methylpyrrolidin-3-yl)-1H-pyrazol-4-yl)-1H-pyrrolo[2,3-b]pyridine FC=1C=C(C=CC1)C1=CNC2=NC=C(C=C21)C=2C(=NN(C2)C2CN(CC2)C)OC